C1C(CC12CCC2)NC(=O)NC2(CC2)C2=CC(=CC=C2)O[C@@H](C(F)(F)F)C |r| Racemic-(±)-1-spiro[3.3]Hept-2-yl-3-{1-[3-(2,2,2-trifluoro-1-methyl-ethoxy)-phenyl]-cyclopropyl}-urea